NC1=NC(=C(C=C1C=1C=C2CCNC(C2=CC1)=O)C1=CC(=CC=C1)CN(C)C)F 6-(2-amino-5-(3-((dimethylamino)methyl)phenyl)-6-fluoropyridin-3-yl)-3,4-dihydroisoquinolin-1(2H)-one